1-methylpiperazine-2-carboxylic acid cyclopropyl ester C1(CC1)OC(=O)C1N(CCNC1)C